4-((methyl-d3)amino)but-2-en-1-one-4,4-d2 Carboxymethyl-phosphonate C(=O)(O)CP(O)(O)=O.C([2H])([2H])([2H])NC(C=CC=O)([2H])[2H]